3-Amino-6-ethenyl-4-(7-fluoro-1H-indazol-4-yl)-1H-1,7-phenanthrolin-2-one NC=1C(NC2=C3C=CC=NC3=C(C=C2C1C1=C2C=NNC2=C(C=C1)F)C=C)=O